ClC=1C=C2C(=CC1)NC1=C2CCN2C1N(C=1C=CC(=CC1C2=O)C)C2=CC(=CC=C2)F 10-chloro-14-(3-fluorophenyl)-3-methyl-8,13,13b,14-tetrahydroindolo[2',3':3,4]pyrido[2,1-b]quinazolin-5(7H)-one